NC([C@H](CCC(=O)OCCCC)N1C(C2=CC=C(C=C2C1)B1OC(C(O1)(C)C)(C)C)=O)=O butyl (S)-5-amino-5-oxo-4-(1-oxo-5-(4,4,5,5-tetramethyl-1,3,2-dioxaborolan-2-yl)isoindolin-2-yl)pentanoate